2-[(3-chloro-4-fluorophenyl)-[(4-methylphenyl)methoxy]methyl]-4-methyl-5-methylsulfonyl-1H-imidazole ClC=1C=C(C=CC1F)C(C=1NC(=C(N1)C)S(=O)(=O)C)OCC1=CC=C(C=C1)C